BrC1=CC(=C(C=C1F)CC=1N(C2=C(N1)C=CC(=C2)C(=O)OC)CC(C)(C)OC)F Methyl 2-[(4-bromo-2,5-difluoro-phenyl)methyl]-3-(2-methoxy-2-methyl-propyl)benzimidazole-5-carboxylate